C(C)OC(C[C@@H](C1=CC(=CC=C1)C=1C=NC(=CC1)OC)NC(=O)NC=1C(N(C=C(C1O)C)C)=O)=O (S)-3-(3-(4-hydroxy-1,5-dimethyl-2-oxo-1,2-dihydropyridin-3-yl)ureido)-3-(3-(6-methoxypyridin-3-yl)phenyl)propanoic acid ethyl ester